C(C)(C)(C)OC(=O)N(C)CC1=C(C(=O)OCN2C(C(CCC2=O)N2C(C3=CC=C(C=C3C2)CNC(NC2=CC(=C(C=C2)C)Cl)=O)=O)=O)C=CC=C1 [3-[5-([[(3-chloro-4-methylphenyl)carbamoyl]amino]methyl)-1-oxo-2,3-dihydro-1H-isoindol-2-yl]-2,6-dioxopiperidin-1-yl]methyl 2-([[(tert-butoxy)carbonyl](methyl)amino]methyl)benzoate